C(C)(C)(C)C=1C=CC=CC1 3-(tert-butyl)benzene